C(C=C)NCC(=O)O N-allyl-L-Glycine